[NH4+].C(C1=CC=CC=C1)OC=1C(=C(C=2CC(CCC2C1)(CNCC(C)C)O)F)N1CC(NS1(=O)=O)=O 5-[3-(benzyloxy)-1-fluoro-7-hydroxy-7-{[(2-methylpropyl)amino]methyl}-5,6,7,8-tetrahydronaphthalen-2-yl]-1λ6,2,5-thiadiazolidine-1,1,3-trione, ammonium salt